N-methyl-5-(pentyloxy)pentan-1-amine CNCCCCCOCCCCC